NC1C(CC(C1)CO)O 2-amino-4-(hydroxymethyl)cyclopentanol